[Cl-].C(C=C)(=O)OCC[N+](C)(C)C {2-(acryloyloxy)ethyl}trimethylammonium chloride